2-[4-[2-(dimethylamino)ethyl-methyl-amino]cyclohexyl]isoindoline-1,3-dione CN(CCN(C1CCC(CC1)N1C(C2=CC=CC=C2C1=O)=O)C)C